6-(2-hydroxypropan-2-yl)-N-(6-methoxy-1-methylindazol-7-yl)pyridine-3-sulfonamide OC(C)(C)C1=CC=C(C=N1)S(=O)(=O)NC=1C(=CC=C2C=NN(C12)C)OC